BrC1=C(SC=C1)C(=O)N1CCN(CC1)C1=C(C=CC=C1)NS(=O)(=O)C=1C=CC2=C(C(=C(S2)C(=O)OCC)C)C1 ethyl 5-(N-(2-(4-(3-bromothiophene-2-carbonyl) piperazin-1-yl) phenyl) sulfamoyl)-3-methylbenzothiophene-2-carboxylate